N[C@H]1[C@@H]2N(C[C@H]1CC2)C(=O)C2=CC1=C(N(C(=N1)C1=CC=3C=4N1C(CNC4C=CC3)CC)C)C(=C2)OC ((1R,4R,7R)-7-amino-2-azabicyclo[2.2.1]hept-2-yl)(2-(3-ethyl-2,3-dihydro-1H-pyrrolo[1,2,3-de]quinoxalin-5-yl)-7-methoxy-1-methyl-1H-benzo[d]imidazol-5-yl)methanone